CN1C(=NN=C1)CC(C)C=1C=C(C=CC1)NC(=O)C=1N=CC2=CC=CC=C2C1 N-(3-(1-(4-methyl-4H-1,2,4-triazol-3-yl)propan-2-yl)phenyl)isoquinoline-3-carboxamide